3-hydroxybutyric acid ethyl ester (ethyl 3-hydroxybutyrate) C(C)C(C(=O)O)C(C)O.C(C)OC(CC(C)O)=O